C1(=CC=CC=C1)COC(=O)C(CCCC)C Hexane-5-carboxylic acid phenylmethyl ester